C(C)C1=CC=C2C(=N1)N(C(=C2)C=2N=C1N(C(=CC(=C1)C=O)OC)C2C)CC2C(C2)C [2-[6-ethyl-1-[(2-methylcyclopropyl)methyl]pyrrolo[2,3-b]pyridin-2-yl]-5-methoxy-3-methylimidazo[1,2-a]pyridin-7-yl]methanone